O1CCN(CC1)CCCN1C=NC2=CC=C(C=C2C1=O)[N+](=O)[O-] 3-(3-morpholinopropyl)-6-nitroquinazolin-4(3H)-one